C(C)(C)(C)OC(=O)C=1C=NN(C1)[C@H](C)OB(O)O (S)-(1-(4-(tert-butoxycarbonyl)-1H-pyrazol-1-yl)ethyl)boric acid